8-{3-fluoro-[1,1'-biphenyl]-4-yl}-6-oxo-2H,3H,4H,6H-pyrimido[2,1-b][1,3]thiazine-7-carbonitrile FC=1C=C(C=CC1C=1N=C2SCCCN2C(C1C#N)=O)C1=CC=CC=C1